2-[4-(aminomethyl)cyclohexyl]acetic acid NCC1CCC(CC1)CC(=O)O